NC1=CC=C(C(=C1C=1N=C2N(C(C1)=O)[C@@H](CC21CC1)C(=O)OC)F)Cl methyl (S)-2'-(6-amino-3-chloro-2-fluorophenyl)-4'-oxo-6',7'-dihydro-4'H-spiro[cyclopropane-1,8'-pyrrolo[1,2-a]pyrimidine]-6'-carboxylate